2-tert-butyl 1-ethyl 5-benzyl-3-oxohexahydropyrrolo[3,4-c]pyrrole-1,2(1H)-dicarboxylate C(C1=CC=CC=C1)N1CC2C(C1)C(N(C2C(=O)OCC)C(=O)OC(C)(C)C)=O